C(C1=CC=CC=C1)N1C(C(CCC1)CO)C1=CC=C(C=C1)OC (1-benzyl-(4-methoxyphenyl)tetrahydropyridin-3-yl)methanol